N-{5-[2-(2-chlorophenyl)acetylamino]pyridazin-3-yl}-N-(4-fluorophenyl)acetamide ClC1=C(C=CC=C1)CC(=O)NC=1C=C(N=NC1)N(C(C)=O)C1=CC=C(C=C1)F